C1(C=CC=C1)[Mg]C1C=CC=C1 Bis(cyclopentadienyl)Magnesium (II)